4-hydroxy-2-methyl-5-prop-2-ynyl-1H-pyrimidin-6-one OC=1N=C(NC(C1CC#C)=O)C